D-alanyl-amine hydrochloride Cl.N[C@H](C)C(=O)N